9-(1-(1-(7-azaspiro[3.5]nonan-2-yl)piperidine-4-carbonyl)piperidin-4-yl)-4-chloro-7,7-dimethylindolo[1,2-a]quinazolin-5(7H)-one C1C(CC12CCNCC2)N2CCC(CC2)C(=O)N2CCC(CC2)C=2C=C1C(C=3N(C=4C=CC=C(C4C(N3)=O)Cl)C1=CC2)(C)C